N-(imidazo[1,2-a]pyridin-7-yl)-2-((5S)-5-methyl-2-(2'-oxospiro[cyclopropan-1,3'-indol]-5'-yl)piperidin-1-yl)-2-oxoacetamide N=1C=CN2C1C=C(C=C2)NC(C(=O)N2C(CC[C@@H](C2)C)C=2C=C1C3(C(NC1=CC2)=O)CC3)=O